(1r,4R)-N1-((R)-1,1,1-trifluoropropan-2-yl)cyclohexane-1,4-diamine FC([C@@H](C)NC1CCC(CC1)N)(F)F